C1(CCCC1)N1CC=C(C2=C1N=C(N=C2)N2CCC(CC2)NCCC2=CC=CC=C2)C#CC=2C=NC=CC2 8-cyclopentyl-2-(4-(phenethylamino)piperidin-1-yl)-5-(pyridin-3-ylethynyl)pyrido[2,3-d]pyrimidine